C(C)(C)(C)OC(=O)N1CC2CN(CC2C1)C(=O)C=1C=C2C(=C(NC2=CC1)C1=C2C(=NC=C1)N(N=C2)C(C2=CC=CC=C2)(C2=CC=CC=C2)C2=CC=CC=C2)C(C)C 5-(3-isopropyl-2-(1-trityl-1H-pyrazolo[3,4-b]pyridin-4-yl)-1H-indole-5-carbonyl)hexahydropyrrolo[3,4-c]pyrrole-2(1H)-carboxylic acid tert-butyl ester